2-((1s,2r)-1-(2-cyano-5-fluorophenyl)-1-(1-(2-methoxyethyl)-5-methyl-1H-pyrazol-4-yl)propan-2-yl)-5-hydroxy-N-(isoxazol-4-yl)-1-methyl-6-oxo-1,6-dihydropyrimidine-4-carboxamide C(#N)C1=C(C=C(C=C1)F)[C@H]([C@@H](C)C=1N(C(C(=C(N1)C(=O)NC=1C=NOC1)O)=O)C)C=1C=NN(C1C)CCOC